C(C)OC(=O)C=1C2=C(N(N1)C1=CSC=C1)C=1C=CC(=CC1OC2C#N)OC cyano-7-methoxy-1-thiophen-3-yl-1,4-dihydro-chromeno[4,3-c]pyrazole-3-carboxylic acid ethyl ester